FC=1C=C(CSC=2N(C(C3=C(N2)N(N=C3)C3COC3)=O)C3=C(C=CC=C3)C)C=CC1 6-((3-fluorobenzyl)thio)-1-(oxetan-3-yl)-5-(o-tolyl)-1H-pyrazolo[3,4-d]pyrimidin-4(5H)-one